BrC1=C(C=C(C=C1)C(=O)N1CCCCC1)F (4-bromo-3-fluorophenyl)(piperidin-1-yl)methanone